N'-Hydroxy-5-((3-(5-(trifluoromethyl)pyridin-2-yl)-1,2,4-oxadiazol-5-yl)amino)picolinimidamide ON=C(C1=NC=C(C=C1)NC1=NC(=NO1)C1=NC=C(C=C1)C(F)(F)F)N